(R)-1-(5-((3-(4-methyl-1-oxo-1,3-dihydroisobenzofuran-5-yl)piperazin-1-yl)methyl)thiazol-2-yl)-1H-imidazole-4-carbonitrile CC1=C2COC(C2=CC=C1[C@@H]1CN(CCN1)CC1=CN=C(S1)N1C=NC(=C1)C#N)=O